5-(2-aminopyridin-4-yl)-7-(cyclopropylethynyl)-1H-indazol-3-amine NC1=NC=CC(=C1)C=1C=C2C(=NNC2=C(C1)C#CC1CC1)N